CC=1C(=C(C=NNC(C(CC)OC2=CC(=CC=C2)OC)=O)C=CC1)O N'-(3-methyl-2-hydroxybenzylidene)-2-(3-methoxyphenoxy)butanoyl-hydrazine